CC1=NC(=CC2=C1CC(C2)C(=O)OC)OCC2(CC2)NC(=O)OC(C)(C)C methyl 1-methyl-3-[[1-[(2-methylpropan-2-yl)oxycarbonylamino]cyclopropyl]methoxy]-6,7-dihydro-5H-cyclopenta[c]pyridine-6-carboxylate